L-phenylalanine hydrogensulfate S(=O)(=O)(O)O.N[C@@H](CC1=CC=CC=C1)C(=O)O